tert-butyl 4-[4-[4-([1,2,4]triazolo[1,5-a]pyridin-7-yloxy)anilino]pyrido[3,2-d]pyrimidin-6-yl]piperazine-1-carboxylate N=1C=NN2C1C=C(C=C2)OC2=CC=C(NC=1C3=C(N=CN1)C=CC(=N3)N3CCN(CC3)C(=O)OC(C)(C)C)C=C2